sebacate C(CCCCCCCCC(=O)[O-])(=O)[O-]